CC=1N(C(=CC1/C=C(\C#N)/C1=NC2=C(C=NC(=C2)OC)N1)C)CC1=NC=CC=C1 (E)-3-(2,5-dimethyl-1-(pyridin-2-ylmethyl)-1H-pyrrol-3-yl)-2-(6-methoxy-3H-imidazo[4,5-c]pyridin-2-yl)acrylonitrile